4-(6-(3,8-diazabicyclo[3.2.1]octane-3-yl)pyridin-3-yl)-6-(1-(difluoromethyl)-1H-pyrazol-4-yl)pyrazolo[1,5-a]pyridine-3-carbonitrile C12CN(CC(CC1)N2)C2=CC=C(C=N2)C=2C=1N(C=C(C2)C=2C=NN(C2)C(F)F)N=CC1C#N